C(C)(C)(C)OC(=O)N1CCC(CC1)NC1=C2C=C(C=NC2=CC=C1)C(NC1=CC=CC=C1)=O 4-((3-(phenylcarbamoyl)quinolin-5-yl)amino)piperidine-1-carboxylic acid tert-butyl ester